1,4-bis(3-amino-α,α-bistrifluoromethylbenzyl)benzene dodecen-8-en-1-yl-acetate C(=CCCCCCC=CCCC)CC(=O)O.NC=1C=C(C(C(F)(F)F)(C(F)(F)F)C2=CC=C(C=C2)C(C2=CC(=CC=C2)N)(C(F)(F)F)C(F)(F)F)C=CC1